ClCC1=CC=C(C=C1)S(=O)(=O)F 4-chloromethylbenzenesulfonyl fluoride